6-BROMO-3-FORMYL-PYRAZOLO[1,5-A]PYRIDINE-2-CARBOXYLIC ACID ETHYL ESTER C(C)OC(=O)C1=NN2C(C=CC(=C2)Br)=C1C=O